[N+](=O)([O-])NS(=O)(=O)N nitrosulfamide